3-(4-morpholino)propyl isothiocyanate C1COCCN1CCCN=C=S